2-methyl-δ-methylideneocta-1,7-diene CC(=C)CC(CCC=C)=C